N-(4-(tert-butyl)phenyl)-6-(7-(1-methyl-1H-pyrazol-4-yl)imidazo[1,2-a]pyridin-3-yl)pyridin-2-amine C(C)(C)(C)C1=CC=C(C=C1)NC1=NC(=CC=C1)C1=CN=C2N1C=CC(=C2)C=2C=NN(C2)C